potassium propanoate perfluoropropionate FC(C(=O)[O-])(C(F)(F)F)F.C(CC)(=O)O.[K+]